5-(((trans-3-(3-cyclopropyl-4-(5-(methylamino)pyridin-2-yl)-1H-pyrazol-1-yl)cyclobutyl)methyl)amino)-2-(2,6-dioxopiperidin-3-yl)isoindoline-1,3-dione C1(CC1)C1=NN(C=C1C1=NC=C(C=C1)NC)[C@@H]1C[C@H](C1)CNC=1C=C2C(N(C(C2=CC1)=O)C1C(NC(CC1)=O)=O)=O